4-Ethyl-1-[o-(trifluoromethyl)phenyl]piperazine C(C)N1CCN(CC1)C1=C(C=CC=C1)C(F)(F)F